C1(=CC=CC=C1)C1CCC=2N1N=C(N2)C(=O)N[C@@H]2C(NC1=C(CC2)C=C(C=C1F)F)=O 5-phenyl-N-[(3S)-7,9-difluoro-2-oxo-1,3,4,5-tetrahydro-1-benzazepin-3-yl]-6,7-dihydro-5H-pyrrolo[1,2-b][1,2,4]triazole-2-carboxamide